trifluoroacetyl hypoiodite IOC(C(F)(F)F)=O